2-isobutyl-2,4-thiazolidinedicarboxylic acid 2-methyl ester COC(=O)C1(SCC(N1)C(=O)O)CC(C)C